ethyl 1-cyclopentyl-5-(2-fluoro-6-methoxyphenyl)-1H-pyrazole-3-carboxylate C1(CCCC1)N1N=C(C=C1C1=C(C=CC=C1OC)F)C(=O)OCC